FC1=C(C2=CC=C(C(=C2C=C1)OC1=NC=NC=C1C1=NC(=NC=C1)N[C@@H]1CNC[C@@](C1)(C)F)C)NS(=O)(=O)CC1=CC=CC=C1 N-(2-fluoro-5-((2-(((3S,5S)-5-fluoro-5-methylpiperidin-3-yl)amino)-[4,5'-bipyrimidin]-4'-yl)oxy)-6-methylnaphthalen-1-yl)-1-phenylmethanesulfonamide